S1C(=NC2=C1C=CC=C2)NC2=C(C1=C(N=N2)N(CCC1)C=1SC(=C(N1)C(=O)O)CCCOC1=C(C=C(C=C1)CCCCNC)F)C 2-{3-[(1,3-Benzothiazol-2-yl)amino]-4-methyl-5H,6H,7H,8H-pyrido[2,3-c]pyridazin-8-yl}-5-(3-{2-fluoro-4-[4-(methylamino)butyl]phenoxy}propyl)-1,3-thiazole-4-carboxylic acid